(S)-2-((7-(6-((4-chloro-2-fluorobenzyl)oxy)pyridin-2-yl)-1H-indol-4-yl)methyl)-1-(oxetan-2-ylmethyl)-1H-benzo[d]imidazole-6-carboxylic acid methyl ester COC(=O)C=1C=CC2=C(N(C(=N2)CC2=C3C=CNC3=C(C=C2)C2=NC(=CC=C2)OCC2=C(C=C(C=C2)Cl)F)C[C@H]2OCC2)C1